(R)-1-{(R)-2-[bis[3,5-bis(trifluoromethyl)phenyl]phosphino]ferrocenyl}ethylcyclohexylphosphine tert-butyl((4-aminophenyl)sulfonyl)(1-methylpiperidin-4-yl)carbamate C(C)(C)(C)C1N(CCC(C1)N(C(O)=O)S(=O)(=O)C1=CC=C(C=C1)N)C.FC(C=1C=C(C=C(C1)C(F)(F)F)P(C=1[C-](C=CC1)[C@@H](C)PC1CCCCC1)C1=CC(=CC(=C1)C(F)(F)F)C(F)(F)F)(F)F.[CH-]1C=CC=C1.[Fe+2]